2-{[(3S)-3-({2-[(2,4-dichlorophenoxy)methyl]pyridin-4-yl}oxy)pyrrolidin-1-yl]methyl}-1-[(1-ethyl-1H-imidazol-5-yl)methyl]-1H-1,3-benzodiazole-6-carboxylic acid ClC1=C(OCC2=NC=CC(=C2)O[C@@H]2CN(CC2)CC2=NC3=C(N2CC2=CN=CN2CC)C=C(C=C3)C(=O)O)C=CC(=C1)Cl